fluoro-N-methylindolizine-2-carboxamide FC=1C(=CN2C=CC=CC12)C(=O)NC